NC1=C2N=CN(C2=NC=N1)C1=NC2=CC=CC=C2C(=N1)OP(O)(O)=O {[2-(6-amino-9H-purin-9-yl)quinazolin-4-yl]oxy}phosphonic acid